NC1=NC=2C=C(C(=CC2C2=C1COC2)C(=O)N2[C@@H](CC[C@H](C2)C)C=2C=C1C=NN(C1=CC2)CCN(C)C)F (4-Amino-7-fluoro-1,3-dihydrofuro[3,4-c]quinolin-8-yl)((2s,5r)-2-(1-(2-(dimethylamino)ethyl)-1H-indazol-5-yl)-5-methylpiperidin-1-yl)methanone